tert-butyl (S)-2-(((benzyloxy)carbonyl)amino)but-3-enoate C(C1=CC=CC=C1)OC(=O)N[C@H](C(=O)OC(C)(C)C)C=C